C(=O)C=1C=NN(C1)C1=NC(=CC(=C1)NC(OCCCl)=O)C 2-chloroethyl (2-(4-formyl-1H-pyrazol-1-yl)-6-methylpyridin-4-yl)carbamate